C(C)(C)(C)OC(=O)N[C@@H](C)C(=O)NC1=NC=CC(=C1)C[C@@H]1[C@H](N(C1=O)C(N[C@H](C)C1=CC2=C(OC(O2)(F)F)C=C1)=O)C(=O)O (2S,3R)-3-[(2-{[N-(tertbutoxycarbonyl)-L-alanyl]amino}pyridin-4-yl)methyl]-1-{[(1R)-1-(2,2-difluoro-1,3-benzodioxol-5-yl)ethyl]carbamoyl}-4-oxoazetidine-2-carboxylic acid